C[C@H]1[C@@H](C1)C1=CC2=C(C3C(O2)C2=C(C=CC=C2C3=O)[N+](=O)[O-])C=C1 7-((trans)-2-methylcyclopropyl)-4-nitro-4b,9b-dihydro-10H-indeno[1,2-b]benzofuran-10-one